3-(2-Fluoro-5-(trifluoromethyl)phenyl)pyrrolidine FC1=C(C=C(C=C1)C(F)(F)F)C1CNCC1